NCCNCC 1,4-diaza-hexane